C(CCCCCCCCCCCCCCCCCCC)OC(=O)C1CCC(CC1)C(=O)OCCCCCCCCCCCCCCCCCCCC cyclohexane-1,4-dicarboxylic acid di-n-eicosyl ester